tert-butyl ((1R,4r)-4-(2-(((R)-2-(3-Fluorophenyl)-2-hydroxyethyl)amino)-2-methylpropyl)cyclohexyl)carbamate FC=1C=C(C=CC1)[C@H](CNC(CC1CCC(CC1)NC(OC(C)(C)C)=O)(C)C)O